tert-Butyl (2R,5S)-4-(7-(3,3-difluorocyclohexyl)-5-iodo-7H-pyrrolo[2,3-d]pyrimidin-4-yl)-2,5-dimethylpiperazine-1-carboxylate FC1(CC(CCC1)N1C=C(C2=C1N=CN=C2N2C[C@H](N(C[C@@H]2C)C(=O)OC(C)(C)C)C)I)F